CC1=C(C=CC(=C1)C1(C(C(=CC2=CC=CC=C12)\N=N\[H])N)S(=O)(=O)O)C1=C(C=C(C=C1)C1(C(C(=CC2=CC=CC=C12)\N=N\[H])N)S(=O)(=O)O)C 1,1'-(2,2'-dimethyl[1,1'-biphenyl]-4,4'-diyl)bis{2-amino-3-[(E)-diazenyl]naphthalene-1-sulfonic acid}